racemic-tert-butyl 3-(5-(2,2-difluoro-1-hydroxyethyl)-7-(thiazol-2-yl)-4-(trifluoromethoxy)benzo[d]oxazol-2-yl)-3,8-diazabicyclo[3.2.1]octane-8-carboxylate FC(C(O)C=1C=C(C2=C(N=C(O2)N2CC3CCC(C2)N3C(=O)OC(C)(C)C)C1OC(F)(F)F)C=1SC=CN1)F